CN1CCC(CC1)=C1C=2N(CCC3=C1C=CC=C3)C=CN2 6,11-dihydro-11-(1-methyl-4-piperidylidene)-5H-imidazo[2,1-b][3]benzazepine